Cl.N1(CCCCC1)CCC=1NC=CN1 (2-Piperidinoethyl)imidazole hydrochloride